C(C)O[C@@H](CCl)Cl |r| (+-)-1,2-dichloroethyl ethyl ether